3-[2,6-difluoro-3-[[methyl(tetrahydropyran-4-yl)sulfamoyl]amino]benzoyl]-5-(2-methoxypyrimidin-5-yl)-1H-pyrrolo[2,3-b]pyridine FC1=C(C(=O)C2=CNC3=NC=C(C=C32)C=3C=NC(=NC3)OC)C(=CC=C1NS(N(C1CCOCC1)C)(=O)=O)F